3-bromo-5-iodobenzene-1,2-diamine BrC1=C(C(=CC(=C1)I)N)N